2-Benzyl-6-(3,4-dimethoxyphenyl)-4-(trifluoromethyl)-4,5-dihydropyridazin-3(2H)-one C(C1=CC=CC=C1)N1N=C(CC(C1=O)C(F)(F)F)C1=CC(=C(C=C1)OC)OC